(5-bromopyridin-3-yl)(mesityl)iodonium triflate [O-]S(=O)(=O)C(F)(F)F.BrC=1C=C(C=NC1)[I+]C1=C(C=C(C=C1C)C)C